1-cyano-1-methyl(ethyl)azocarboxamide C(#N)CC(C)NC(=O)N=NC(=O)N